naphthylazidobenzene C1(=CC=CC2=CC=CC=C12)C1=C(C=CC=C1)N=[N+]=[N-]